The molecule is a dipeptide obtained by formal condensation of the carboxy group of N-acetyl-L-methionine with the amino group of L-tyrosine. It is an acetamide and a dipeptide. CC(=O)N[C@@H](CCSC)C(=O)N[C@@H](CC1=CC=C(C=C1)O)C(=O)O